3-((2-methylene-4-oxo-4-(1-(4-((trifluoromethyl)thio)phenyl)cyclobutoxy)butanoyl)oxy)propanoic acid C=C(C(=O)OCCC(=O)O)CC(OC1(CCC1)C1=CC=C(C=C1)SC(F)(F)F)=O